ClC1=CC=C2C(=C(N(C2=C1)CCCF)C=1OC=NN1)C=O 6-chloro-1-(3-fluoropropyl)-2-(1,3,4-oxadiazol-2-yl)-1H-indole-3-carbaldehyde